((2-(((3S,6S,10aS)-3-(3-(5-cyanopyrimidin-2-yl)azetidine-1-carbonyl)-5-oxodecahydropyrrolo[1,2-a]azocin-6-yl)carbamoyl)benzo[b]thiophen-5-yl)difluoromethyl)phosphonic acid C(#N)C=1C=NC(=NC1)C1CN(C1)C(=O)[C@@H]1CC[C@H]2N1C([C@H](CCCC2)NC(=O)C2=CC1=C(S2)C=CC(=C1)C(F)(F)P(O)(O)=O)=O